BrC=1C=CC2=C(OC3=C2C(C2=CC=C(C=C2C3(C)C)OCCN(CC)CC)=O)C1 3-Bromo-8-(2-diethylamino-ethoxy)-6,6-dimethyl-6H-benzo[b]naphtho[2,3-d]furan-11-one